N-(3-aminopropyl)cyclopentylamine NCCCNC1CCCC1